FC1=CC=C(C=C1)C=1C=CC(=NC1)C(=O)NC1=CC=C(C=C1)[N+](=O)[O-] 5-(4-fluorophenyl)-N-(4-nitrophenyl)picolinamide